7-(3-isopropyl-5-(piperidin-4-yl)-1H-indol-2-yl)-3-methyl-3H-imidazo[4,5-b]pyridine C(C)(C)C1=C(NC2=CC=C(C=C12)C1CCNCC1)C1=C2C(=NC=C1)N(C=N2)C